4-((2S,5R)-4-((4,4-difluorocyclohexyl)(4-(trifluoromethyl)phenyl)methyl)-2,5-dimethylpiperazin-1-yl)-2-methyl-1-(((S)-tetrahydrofuran-2-yl)methyl)-1H-[1,2,4]triazolo[3,4-b]purine FC1(CCC(CC1)C(N1C[C@@H](N(C[C@H]1C)C=1C=2N=C(N(C2N2C(N1)=NN=C2)C[C@H]2OCCC2)C)C)C2=CC=C(C=C2)C(F)(F)F)F